4-((2S,5R)-4-((S)-1-(4-(Difluoromethoxy)phenyl)-2-methylpropyl)-2,5-dimethylpiperazin-1-yl)-2-methyl-1-(((S)-tetrahydrofuran-2-yl)methyl)-1H-[1,2,4]triazolo[3,4-b]purine FC(OC1=CC=C(C=C1)[C@H](C(C)C)N1C[C@@H](N(C[C@H]1C)C=1C=2N=C(N(C2N2C(N1)=NN=C2)C[C@H]2OCCC2)C)C)F